(S)-2-(4-cyclopropyl-1H-1,2,3-triazol-1-yl)-1-((2S,4r)-4-hydroxy-2-(6-(trifluoromethyl)benzo[d]thiazol-2-yl)pyrrolidin-1-yl)-3-methylbutan-1-one C1(CC1)C=1N=NN(C1)[C@H](C(=O)N1[C@@H](C[C@H](C1)O)C=1SC2=C(N1)C=CC(=C2)C(F)(F)F)C(C)C